di[4-(1,1,3,3-tetramethylbutyl)-phenyl]-2,2-bis(3,5-di-tert-butyl-4-hydroxybenzyl)malonate CC(CC(C)(C)C)(C)C1=CC=C(C=C1)OC(C(C(=O)OC1=CC=C(C=C1)C(CC(C)(C)C)(C)C)(CC1=CC(=C(C(=C1)C(C)(C)C)O)C(C)(C)C)CC1=CC(=C(C(=C1)C(C)(C)C)O)C(C)(C)C)=O